FC=1C=C(C=CC1)CC1(CCC1)CN 1-[1-[(3-fluorophenyl)methyl]cyclobutyl]methanamine